(+)-6-(4-Chlorophenyl)-3-oxo-2-(pyridin-3-yl)-N-(3,3,3-trifluoro-2-hydroxypropyl)-2,3-dihydropyridazine-4-carboxamide ClC1=CC=C(C=C1)C=1C=C(C(N(N1)C=1C=NC=CC1)=O)C(=O)NCC(C(F)(F)F)O